1-iodoethyl (4-nitrophenyl) carbonate C(OC(C)I)(OC1=CC=C(C=C1)[N+](=O)[O-])=O